C(=C)C1=CC=2C(C3=CC=CC=C3C(C2C=C1)=C(C#N)C#N)=C(C#N)C#N 2,2'-(2-vinylanthracene-9,10-diylidene)dimalononitrile